Isopropyl ((((2R,3S,4R,5R)-2-ethynyl-3,4-dihydroxy-5-(5-methyl-2,4-dioxo-3,4-dihydropyrimidin-1(2H)-yl)tetrahydrofuran-2-yl)methoxy)(phenoxy)phosphoryl)-L-alaninate C(#C)[C@@]1(O[C@H]([C@@H]([C@@H]1O)O)N1C(NC(C(=C1)C)=O)=O)COP(=O)(OC1=CC=CC=C1)N[C@@H](C)C(=O)OC(C)C